C(#N)C=1N=C(SC1C(=O)O)C1=CC2=C(S1)C(=CC(=C2)OC(C)C)C#N 4-cyano-2-(7-cyano-5-isopropoxybenzo[b]thiophen-2-yl)thiazole-5-carboxylic acid